CC(COC=C)CC(C#CC(CC(C)C)(O)C)(O)C 2,4,7,9-tetramethyl-5-decyne-4,7-dioloxyethylene